BrC=1C=C2C=C(C(=NC2=CC1)OC)C(C(CCN(C)C)(O)C1=CC(=CC=C1)F)C=1C=NC(=C(C1)OC)OC 1-(6-bromo-2-methoxyquinolin-3-yl)-1-(5,6-dimethoxypyridin-3-yl)-4-(dimethylamino)-2-(3-fluorophenyl)butan-2-ol